C(C)N(CCCOC[C]CCC)CC ((3-(diethylamino)propoxy)methyl)propylcarbon